2-cyanocyclopropane-1-carboxamide C(#N)C1C(C1)C(=O)N